(2R,5S)-5-(4-chlorobenzyl)-4-(4-(1,5-dimethyl-1H-pyrazol-3-yl)cyclohexyl)-2-((methylthio)methyl)-morpholine hydrochloride Cl.ClC1=CC=C(C[C@H]2CO[C@H](CN2C2CCC(CC2)C2=NN(C(=C2)C)C)CSC)C=C1